N-(3'-{1-[(2Z)-2-(aminomethyl)-3-fluoroprop-2-en-1-yl]-5-oxo-1,5-dihydro-4H-1,2,4-triazol-4-yl}biphenyl-4-yl)acetamide hydrochloride Cl.NC/C(/CN1N=CN(C1=O)C=1C=C(C=CC1)C1=CC=C(C=C1)NC(C)=O)=C/F